4-[(5-cyclopropyl-2-pyridinyl)amino]-N-[(4-methoxyphenyl)methyl]-N-methyl-3-(1-methylimidazol-4-yl)benzenesulfonamide C1(CC1)C=1C=CC(=NC1)NC1=C(C=C(C=C1)S(=O)(=O)N(C)CC1=CC=C(C=C1)OC)C=1N=CN(C1)C